NC1=CC=C(CS(=O)(=O)C2=C(C=C(C(=O)NCC3=CC=4N(C=C3)C=CN4)C=C2)C#CC2=CC=C(C=C2)F)C=C1 4-((4-aminobenzyl)sulfonyl)-3-((4-fluorophenyl)ethynyl)-N-(imidazo[1,2-a]pyridin-7-ylmethyl)benzamide